FC1=C(C(=O)O)C(=CC(=C1)OC(C)C)F 2,6-difluoro-4-isopropoxybenzoic acid